(3S,4S)-3-(4-(4-(5-(4-(cyanomethoxy)-2,3-difluorophenyl)-1-methyl-1H-imidazole-2-carboxamido)-2-methylbenzoyl)piperazine-1-carboxamido)-4-hydroxy-1,1-dimethylpyrrolidin-1-ium formate C(=O)[O-].C(#N)COC1=C(C(=C(C=C1)C1=CN=C(N1C)C(=O)NC1=CC(=C(C(=O)N2CCN(CC2)C(=O)N[C@H]2C[N+](C[C@@H]2O)(C)C)C=C1)C)F)F